NC1=C2C(=C3C(=N1)C=C(N3)C(=O)N([C@@H]3CCCC=1C=CC=NC31)CC3=C(C=C(C=C3F)C#N)F)COC2 (R)-5-amino-N-(4-cyano-2,6-difluorobenzyl)-N-(5,6,7,8-tetrahydroquinolin-8-yl)-6,8-dihydro-1H-furo[3,4-d]pyrrolo[3,2-b]pyridine-2-carboxamide